benzo[b]thiophen-4-yl-methanol S1C2=C(C=C1)C(=CC=C2)CO